NC=1C(=C(C=C(C1)Cl)NC=1C(=C2C(N(C=NC2=CC1)C)=O)F)F 6-((3-amino-5-chloro-2-fluorophenyl)amino)-5-fluoro-3-methylquinazolin-4(3H)-one